CC(C(=O)O)CC(C(=O)O)=C 2-methyl-4-methylene-glutaric acid